FC(C(F)F)(F)OCCF (2-fluoroethyl) (1,1,2,2-tetrafluoroethyl) ether